C(N)(=O)C1=CC(=NC2=C1N=CN=C2NC21CN(CC1C2)C(=O)OC(C)(C)C)C2=CC=C(C=C2)CN2CCOCC2 tert-butyl 1-((8-carbamoyl-6-(4-(morpholinomethyl)phenyl)pyrido[3,2-d]pyrimidin-4-yl)amino)-3-azabicyclo[3.1.0]hexane-3-carboxylate